1-(4-Bromopyrazol-1-yl)sulfonylazetidine-3-carboxylic acid methyl ester COC(=O)C1CN(C1)S(=O)(=O)N1N=CC(=C1)Br